CC1=C(C=CC2=C1OC(C=1CN(CCC12)C(=O)OC(C)(C)C)=O)OS(=O)(=O)C(F)(F)F tert-Butyl 7-methyl-5-oxo-8-{[(trifluoromethyl) sulfonyl]oxy}-1,5-dihydro-2H-chromeno[3,4-c]pyridine-3(4H)-carboxylate